N-(Cycloheptylmethyl)-1H-indazole-6-carboxamide C1(CCCCCC1)CNC(=O)C1=CC=C2C=NNC2=C1